N,N-biscinnamoyl-1,6-hexanediamine C(C=CC1=CC=CC=C1)(=O)N(CCCCCCN)C(C=CC1=CC=CC=C1)=O